CN(C(OC(C)(C)C)=O)[C@H]1CNCC1 tert-butyl (R)-methyl(pyrrolidine-3-yl)carbamate